C(C)(C)(C)N1C(=NC2=C1C=C(C(=C2)C)C#N)NC(CC(C)(C)C)=O N-(1-(tert-butyl)-6-cyano-5-methyl-1H-benzo[d]imidazol-2-yl)-3,3-dimethylbutanamide